5-bromo-N-tert-butyl-6-chloro-3-methylpyridin-2-amine BrC=1C=C(C(=NC1Cl)NC(C)(C)C)C